CC1=CC=2N(N=C1N1CC=3C=C(C=NC3CC1)N1CC(OCC1)C1=CC=NC=C1)C(C=CN2)=O 8-methyl-7-(3-(2-(pyridin-4-yl)morpholino)-7,8-dihydro-1,6-naphthyridin-6(5H)-yl)-4H-pyrimido[1,2-b]pyridazin-4-one